C(C=C)NC(N(C(C)=O)C(C)C)=O allyl-isopropyl-acetylurea